C(=C)C=1C=CC2=CC(=CC(=C2C1)C=C)C=C 3,5,7-trivinylnaphthalene